methacryloxypropyl-tris(β-methoxyethoxy)silane C(C(=C)C)(=O)OCCC[Si](OCCOC)(OCCOC)OCCOC